(-)-tert-butyl-sulfinamide C(C)(C)(C)S(=O)N